CC1=CC=C(C=C1)S(=O)(=O)O.FC=1C(=NC(=NC1)NC1=CC=C(C(=N1)C)C=O)C=1C=CC2=C(N(C(=N2)C)C(C)C)C1 (6-((5-fluoro-4-(1-isopropyl-2-methyl-1H-benzo[d]imidazol-6-yl)pyrimidin-2-yl)amino)-2-methylpyridine-3-yl)methanone p-toluenesulfonate